C1(CCCC1)NC=1SC(=C(N1)C)C1=NC(=NC=C1)NC1=NC=C(C=C1)N1CCN(CC1)C 2-N-cyclopentyl-4-methyl-5-(2-((5-(4-methylpiperazin-1-yl)pyridin-2-yl)amino)pyrimidin-4-yl)thiazol-2-amine